3-chlorophenyl-3-hydroxy-N-(5-(N-propylaminosulfonyl)-2,3-dihydro-1H-inden-2-yl)pyridineamide ClC=1C=C(C=CC1)C1=C(C(=NC=C1)C(=O)NC1CC2=CC=C(C=C2C1)S(=O)(=O)NCCC)O